OCC1CCC(CC1)N1N=C2C=C(C(=CC2=C1)NC)C(=O)OC Methyl 2-[4-(hydroxymethyl)cyclohexyl]-5-(methylamino)indazole-6-carboxylate